[Br-].C(CCCCCCC)N1C=[N+](C=C1)C 1-octyl-3-methylimidazolium bromide salt